2-(4-fluoroisoquinolin-8-yl)ethan-1-amine FC1=CN=CC2=C(C=CC=C12)CCN